4-(3-amino-3-oxopropyl)-2-methylbenzoic acid methyl ester COC(C1=C(C=C(C=C1)CCC(=O)N)C)=O